(4-(trifluoromethoxy)pyrrolidin-3-yl)carbamic acid tert-butyl ester C(C)(C)(C)OC(NC1CNCC1OC(F)(F)F)=O